2-[tert-butoxycarbonyl(methyl)amino]-3-(3-cyanophenyl)propanoic acid C(C)(C)(C)OC(=O)N(C(C(=O)O)CC1=CC(=CC=C1)C#N)C